(R)-(3-Fluorophenyl)((2R,5S)-5-(((1r,4S)-4-methoxycyclohexyl)methyl)pyrrolidin-2-yl)methanol hydrochloride Cl.FC=1C=C(C=CC1)[C@@H](O)[C@@H]1N[C@@H](CC1)CC1CCC(CC1)OC